C(C)(C)(C)OC(N(C)C1CN(C1)CC1=CC(=C(C=C1)CN1C=CC=2N=C(N=C(C21)Cl)N)OC)=O [1-[[4-[(2-amino-4-chloro-pyrrolo[3,2-d]pyrimidin-5-yl)methyl]-3-methoxy-phenyl]methyl]azetidin-3-yl]-N-methyl-carbamic acid tert-butyl ester